N-[(phenylmethoxy)carbonyl]-N-[2-(cyclopropylamino)propyl]glycine C1(=CC=CC=C1)COC(=O)N(CC(=O)O)CC(C)NC1CC1